ClC1=C(C=CC=C1)NC1=CC2=C(C3=C(N=C(N3C3=CC=CC=C3)C3=CC=CC=C3)C=C2)C=C1 N-(2-Chlorophenyl)-1,2-diphenyl-benzo[e]benzimidazol-7-amin